C(C)(C)(C)OC(=O)N1CC2=NN(C=C2C1)CC=1C=NC=CC1 2-(pyridin-3-ylmethyl)-2,6-dihydropyrrolo[3,4-c]pyrazole-5(4H)-carboxylic acid tert-butyl ester